5-(3-((3,3-Dimethylazetidin-1-yl)methyl)-6-fluoro-2-methylphenyl)-3-(1-methyl-1H-pyrazol-4-yl)-1H-pyrazolo[3,4-c]pyridine CC1(CN(C1)CC=1C(=C(C(=CC1)F)C=1C=C2C(=CN1)NN=C2C=2C=NN(C2)C)C)C